[Si](C1=CC=CC=C1)(C1=CC=CC=C1)(C(C)(C)C)OCCCC=1OC=C(N1)C(=O)OC Methyl 2-(3-((tert-butyldiphenylsilyl)oxy)propyl)oxazole-4-carboxylate